1-(ethoxy)-5-methyl-isoquinoline C(C)OC1=NC=CC2=C(C=CC=C12)C